oxo-1',2'-dihydrospiro[azetidine-3,3'-indole] O=C1NC2=CC=CC=C2C12CNC2